ClC=1C(=CC(=NC1)CN1N=C2N([C@H](CCC2)C(=O)N2CCCC2)C1=O)C(F)(F)F |r| (5RS)-2-{[5-Chloro-4-(trifluoromethyl)pyridin-2-yl]methyl}-5-(pyrrolidin-1-ylcarbonyl)-5,6,7,8-tetrahydro[1,2,4]triazolo[4,3-a]pyridin-3(2H)-one